propoxytriethylsilane C(CC)O[Si](CC)(CC)CC